5-amino-3-(3-bromobenzyl)-1,2,3-oxadiazol-3-ium chloride [Cl-].NC1=C[N+](=NO1)CC1=CC(=CC=C1)Br